BrC=1SC(=C(N1)Br)C(=O)N1CCC(CC1)N1C[C@@H](CCC1)C (2,4-dibromo-1,3-thiazol-5-yl)[(3R)-3-methyl[1,4'-bipiperidine]-1'-yl]methanone